(5-(((R)-1,4-dioxan-2-yl)methoxy)-1,3,4-thiadiazol-2-yl)-2'-chloro-3'-fluoro-5'-methoxy-6-methyl-(4,4'-bipyridine)-3-carboxamide O1[C@H](COCC1)COC1=NN=C(S1)C1=NC(=CC(=C1C(=O)N)C1=C(C(=NC=C1OC)Cl)F)C